N-[3-[5-chloro-2-(difluoromethoxy)phenyl]-1-[2-[4-[(1-cyanocyclopropyl)methylamino]-1-piperidyl]-2-oxo-ethyl]pyrazol-4-yl]imidazo[1,2-b]pyridazine-3-carboxamide ClC=1C=CC(=C(C1)C1=NN(C=C1NC(=O)C1=CN=C2N1N=CC=C2)CC(=O)N2CCC(CC2)NCC2(CC2)C#N)OC(F)F